(R)-N-(2-fluoro-3-hydroxy-3-methylbutyl)-4-((1-methylcyclopropyl)amino)-6-(1H-pyrazol-4-yl)quinoline-3-carboxamide F[C@H](CNC(=O)C=1C=NC2=CC=C(C=C2C1NC1(CC1)C)C=1C=NNC1)C(C)(C)O